FC1(CC(C1)C#CC1=C2CCCN(C2=CN=C1)C1=NC=2N(C3=CC=C(C(=C13)F)F)C=NN2)F 5-(5-((3,3-difluorocyclobutyl)ethynyl)-3,4-dihydro-1,7-naphthyridin-1(2H)-yl)-6,7-difluoro-[1,2,4]triazolo[4,3-a]quinazoline